ClC=1C=C(C=C(C1)Cl)C1=CC(=CC(=N1)OC=1C=NC(=NC1)N1CCN(CC1)CCC(C)O)CN1CCC(CC1)F 4-(4-(5-((6-(3,5-dichloro-phenyl)-4-((4-fluoro-piperidin-1-yl)methyl)pyridin-2-yl)oxy)pyrimidin-2-yl)piperazin-1-yl)butan-2-ol